(4-Cyanophenyl)(2,5-dioxo-imidazol-1-yl)acetic acid C(#N)C1=CC=C(C=C1)C(C(=O)O)N1C(N=CC1=O)=O